N(=[N+]=[N-])CCOCC(=O)NC1=C2C(N(C(C2=CC=C1)=O)C1C(NC(CC1)=O)=O)=O 2-(2-Azidoethoxy)-N-(2-(2,6-dioxopiperidin-3-yl)-1,3-dioxoisoindolin-4-yl)acetamide